P1CC[SiH2]CC1 1,4-phosphasilinan